1-(3-(benzyl(meth-yl)amino)prop-yl)-2,3-dimethyl-1,5,6,7,8,9-hexahydrocyclohepta[b]pyrrolo[3,2-e]pyridin-4-amine C(C1=CC=CC=C1)N(CCCN1C(=C(C=2C(=C3C(=NC21)CCCCC3)N)C)C)C